OCC1CC2C3C(CC(C2C1)C3)CO 4,9-Bis(hydroxymethyl)tricyclo[5.2.1.02,6]-decan